Br.CC=1N=C(SC1C)N1[NH2+]C(=NN1C1=CC=CC=C1)C1=CC=CC=C1 2-(4,5-dimethyl-2-thiazolyl)-3,5-diphenyl-2H-tetrazolium hydrobromide